C12(CC3CC(CC(C1)C3)C2)N[Si]([Si](C)(C)C)([Si](C)(C)C)[Si](C)(C)C N-(Adamantan-1-yl)-1,1,1,3,3,3-hexamethyl-2-(trimethylsilyl)trisilan-2-amine